ClCCN(C1=CC2=C(N(C(=N2)C[C@@H](C(=O)N[C@H](C(=O)OCC)CC(C)C)NC(=O)OC(C)(C)C)C)C=C1)CCCl Ethyl (2S)-2-[[(2S)-3-[5-[bis(2-chloroethyl)amino]-1-methyl-benzimidazol-2-yl]-2-(tert-butoxycarbonylamino)propanoyl]amino]-4-methyl-pentanoate